S-(carboxymethyl)-cysteine C(=O)(O)CSC[C@H](N)C(=O)O